(±)-2-cyclohexylpropanoic acid C1(CCCCC1)[C@H](C(=O)O)C |r|